FC1([C@H](CC2(OCCO2)CC1)CN)F |r| rac-(8,8-difluoro-1,4-dioxaspiro[4.5]decan-7-yl)methanamine